5-(6-(1-methyl-1H-pyrazol-4-yl)-1H-pyrrolo[2,3-b]pyridin-3-yl)-N-(1-methylpiperidin-4-yl)pyrazolo[1,5-a]pyridine-3-carboxamide CN1N=CC(=C1)C1=CC=C2C(=N1)NC=C2C2=CC=1N(C=C2)N=CC1C(=O)NC1CCN(CC1)C